5-methyl-2-Isopropenyl-2-oxazoline CC1CN=C(O1)C(=C)C